FC1=CC=C(OCCN2N=CC(=C2)CNC2=NC=3N([C@H](C(NC3C=N2)=O)C)C)C=C1 (7S)-2-(((1-(2-(4-fluorophenoxy)ethyl)-1H-pyrazol-4-yl)methyl)amino)-7,8-dimethyl-7,8-dihydropteridin-6(5H)-one